ClC=CC (S)-chloropropene